CON(C([C@H](CC=1N=CN(C1)C(C1=CC=CC=C1)(C1=CC=CC=C1)C1=CC=CC=C1)NC(=O)C1=CC2=C(S1)C=CC=C2)=O)C (S)-N-(1-(methoxy(methyl)amino)-1-oxo-3-(1-trityl-1H-imidazol-4-yl)propan-2-yl)benzo[b]thiophene-2-carboxamide